ClC1=C(C=CC(=C1)F)C1=CC=NC2=CC(=CC=C12)O[C@@H](C(=O)OCC)C (R)-ethyl 2-((4-(2-chloro-4-fluorophenyl)quinolin-7-yl)oxy)propanoate